4-methoxy-N-((5-(trifluoromethyl)pyridin-2-yl)methyl)-5,6,7,8-tetrahydroquinolin-8-amine COC1=CC=NC=2C(CCCC12)NCC1=NC=C(C=C1)C(F)(F)F